FC1=C(C(=CC(=C1)OC)F)C1=C(C(N(N1C)CC=1OC(=NN1)C(C)C)=O)NC(C1=CC=C(C=C1)OC(F)F)=O N-[5-(2,6-difluoro-4-methoxyphenyl)-1-methyl-3-oxo-2-{[5-(propan-2-yl)-1,3,4-oxadiazol-2-yl]methyl}-2,3-dihydro-1H-pyrazol-4-yl]-4-(difluoromethoxy)benzamide